2-((1r,2r)-1-(2-cyanophenyl)-1-(5-(trifluoromethyl)pyrazin-2-yl)propan-2-yl)-5-hydroxy-N-(isoxazol-4-yl)-1-methyl-6-oxo-1,6-dihydropyrimidine-4-carboxamide C(#N)C1=C(C=CC=C1)[C@@H]([C@@H](C)C=1N(C(C(=C(N1)C(=O)NC=1C=NOC1)O)=O)C)C1=NC=C(N=C1)C(F)(F)F